1-{1-(cyclohexylmethyl)-5-[(4-fluoro-2-methylbenzyl)oxy]-1H-pyrazol-3-yl}-N-methylmethanamine C1(CCCCC1)CN1N=C(C=C1OCC1=C(C=C(C=C1)F)C)CNC